CNC(C1=CC=C(C=C1)N1N=CC(=C1)C1=NNC2=C1N=C(N=C2)N2C1C(N(CC2CC1)C)=O)=O N-Methyl-4-(4-(5-(3-methyl-2-oxo-3,8-diazabicyclo[3.2.1]octan-8-yl)-1H-pyrazolo[4,3-d]pyrimidin-3-yl)-1H-pyrazol-1-yl)benzamide